6-(cyclopropyl-(hydroxy)methyl)-4-(4-methoxy-4-methylpiperidin-1-yl)-2-oxo-1,2-dihydro-1,7-naphthyridine-3-carbonitrile C1(CC1)C(C=1C=C2C(=C(C(NC2=CN1)=O)C#N)N1CCC(CC1)(C)OC)O